3,7-dimethylocta-1,5-diene-3,7-diol CC(C=C)(CC=CC(C)(O)C)O